N1CC(SCC1)C(=O)O thiomorpholine-2-carboxylic acid